4-(2,6-difluorophenyl)-N-(3-methanesulfonamidophenyl)thiophene-2-carboxamide FC1=C(C(=CC=C1)F)C=1C=C(SC1)C(=O)NC1=CC(=CC=C1)NS(=O)(=O)C